COC=1C=C(C=C(C1)C=1C=NN(C1)C)[C@@H](C)NC(C1=C(C=CC(=C1)C1CCNCC1)C)=O N-[(1R)-1-[3-methoxy-5-(1-methylpyrazol-4-yl)phenyl]ethyl]-2-methyl-5-(4-piperidinyl)benzamide